1-[[(2R,3S,4R,5R)-5-(2-amino-6-oxo-1H-purin-9-yl)-3,4-dihydroxy-tetrahydrofuran-2-yl]methyl]pyrrolidine-2,5-dione NC=1NC(C=2N=CN(C2N1)[C@H]1[C@@H]([C@@H]([C@H](O1)CN1C(CCC1=O)=O)O)O)=O